NCC12CCC(CC1)C2 aminomethylbicyclo[2.2.1]heptane